NCC1C(N(CC1)C)=O 3-(aminomethyl)-1-methylpyrrolidin-2-one